1-(3-(4-Chlorophenyl)-1,2,4-oxadiazol-5-yl)-N-(pyridin-3-ylmethyl)piperidine-4-carboxamide ClC1=CC=C(C=C1)C1=NOC(=N1)N1CCC(CC1)C(=O)NCC=1C=NC=CC1